N1=C(C(=CC=C1)S(=O)(=O)[O-])S(=O)(=O)[O-].[Na+].[Na+] sodium pyridinedisulfonate